[N].ClC=1C=C(C=CC1OC1CC1)[C@H]([C@@H](CN1CCCC1)NC(C(C1=CC(=CC=C1)OC1=CC=C(C=C1)F)(F)F)=O)O N-((1r,2r)-1-(3-chloro-4-cyclopropoxyphenyl)-1-hydroxy-3-(pyrrolidin-1-yl)propan-2-yl)-2,2-difluoro-2-(3-(4-fluorophenoxy)phenyl)acetamide nitrogen